BrC1=NNC(=C1C#N)Br 3,5-dibromo-1H-pyrazole-4-carbonitrile